CC1=CNC2=NC=C(C=C21)C=2C=C1CCN(CC1=C(C2)[C@H]2N(CCC2)C(=O)OC(C)(C)C)C(=O)[C@H]2COCC2 (S)-tert-butyl 2-(6-(3-methyl-1H-pyrrolo[2,3-b]pyridin-5-yl)-2-((R)-tetrahydrofuran-3-Carbonyl)-1,2,3,4-tetrahydroisoquinolin-8-yl)pyrrolidine-1-carboxylate